(S)-3-amino-1-N-BOC-pyrrolidine N[C@@H]1CN(CC1)C(=O)OC(C)(C)C